((3-(6-chlorobenzothiazol-2-yl)-3-methylbutan-2-yl)oxy)butan-1-ol ClC1=CC2=C(N=C(S2)C(C(C)OC(CCC)O)(C)C)C=C1